1-[N,N-bis(isopropyl)aminomethyl]-5-carboxybenzotriazole C(C)(C)N(C(C)C)CN1N=NC2=C1C=CC(=C2)C(=O)O